ClC=1C=NN(C1CC1N(C(C2=CC=CC=C12)=O)CC=1C=CC=2N(C1)N=NC2C)C 3-((4-chloro-1-methyl-1H-pyrazol-5-yl)methyl)-2-((3-methyl-[1,2,3]triazolo[1,5-a]pyridin-6-yl)methyl)isoindolin-1-one